C1(CC1)C(=O)N1C=CC2=CC(=CC=C12)C=1N=C(SC1C)NC(CC=1C=C(OCCC(CC)(C)C)C=CC1)=O 5-(3-(2-((4-(1-(cyclopropanecarbonyl)indol-5-yl)-5-methylthiazol-2-yl)amino)-2-oxoethyl)phenoxy)-3,3-dimethylpentane